8-Chloro-N-methoxy-N-methyl-5-(2-methyl-1,1-dioxidothiomorpholino)imidazo[1,5-a]pyridine-6-carboxamide ClC=1C=2N(C(=C(C1)C(=O)N(C)OC)N1CC(S(CC1)(=O)=O)C)C=NC2